4-(5-(Piperazin-1-carbonyl)-2-(trifluoromethyl)oxazolidin-3-yl)-2-(trifluoromethyl)benzonitril N1(CCNCC1)C(=O)C1CN(C(O1)C(F)(F)F)C1=CC(=C(C#N)C=C1)C(F)(F)F